ClC=1C=C(C=CC1Cl)NC(=O)[C@H]1[C@H]2C[C@@H]([C@@H]([C@@H]1C1=CC(=NC=C1)C(F)(F)F)O2)O |r| Racemic-(1r,2r,3s,4r,5s)-N-(3,4-dichlorophenyl)-5-hydroxy-3-(2-(trifluoromethyl)pyridin-4-yl)-7-oxabicyclo[2.2.1]heptane-2-carboxamide